3-[3-[[3-[2-Carboxy-2-hydroxy-2-[(3S)-pyrrolidin-3-yl]ethyl]phenyl]carbamoylamino]phenyl]-2-hydroxy-2-[(3S)-pyrrolidin-3-yl]propanoic acid C(=O)(O)C(CC=1C=C(C=CC1)NC(=O)NC=1C=C(C=CC1)CC(C(=O)O)([C@@H]1CNCC1)O)([C@@H]1CNCC1)O